CN(C1(CCCCC1)CNC(=O)N1CC2=CC=CC=C2C1)C 1,3-Dihydro-isoindole-2-carboxylic acid (1-dimethylamino-cyclohexyl-methyl)-amide